2-(4-(4-methylpiperazin-1-yl)piperidin-1-yl)benzonitrile CN1CCN(CC1)C1CCN(CC1)C1=C(C#N)C=CC=C1